ClC=1C=C2C(=C3C4(NC(NC13)=O)CCCCC4)OC(=C2)C(=O)N2CCN(CC2)CC(F)(F)F 5'-chloro-2'-[4-(2,2,2-trifluoroethyl)piperazine-1-carbonyl]-7',8'-dihydro-6'H-spiro[cyclohexane-1,9'-furo[2,3-f]quinazoline]-7'-one